amino-1-(4-(5-((4-amino-2-butoxyimidazo[2,1-f][1,2,4]triazin-7-yl)methyl)-3-methylpyridin-2-yl)piperazin-1-yl)ethan-1-one NCC(=O)N1CCN(CC1)C1=NC=C(C=C1C)CC1=CN=C2C(=NC(=NN21)OCCCC)N